FC=1C=2N(C=C(C1)C1=CC=C3C(N(C=NC3=C1)C1CCNC3(CC3)C1)=O)C=C(N2)C 7-(8-fluoro-2-methylimidazo[1,2-a]pyridin-6-yl)-3-(4-azaspiro[2.5]octan-7-yl)quinazolin-4(3H)-one